N-(2-Methoxyphenyl)-N'-[2-(3-pyridinyl)-4-quinazolinyl]-urea COC1=C(C=CC=C1)NC(=O)NC1=NC(=NC2=CC=CC=C12)C=1C=NC=CC1